n-methyl-5-(2-oxo-2,3-dihydro-1H-benzo[d]imidazol-1-yl)pyridinecarboxamide CNC(=O)C1=NC=C(C=C1)N1C(NC2=C1C=CC=C2)=O